5-(2-chloro-5-fluoro-phenyl)-N-[[6-(3,3-dimethylbutyl)-6-azaspiro[2.5]octan-2-yl]methyl]pyridin-2-amine ClC1=C(C=C(C=C1)F)C=1C=CC(=NC1)NCC1CC12CCN(CC2)CCC(C)(C)C